N-(1-(azetidin-1-ylmethyl)cyclopropyl)-3,3,3-trifluoro-2-phenylpropanamide N1(CCC1)CC1(CC1)NC(C(C(F)(F)F)C1=CC=CC=C1)=O